N-(5-(2-((2-(1-(2,2,2-trifluoroethyl)pyrrolidin-3-yl)propan-2-yl)oxy)ethyl)-1H-indol-3-yl)acetamide FC(CN1CC(CC1)C(C)(C)OCCC=1C=C2C(=CNC2=CC1)NC(C)=O)(F)F